C(C)(C)(C)OC([C@@H](NCC(=O)NC1=C(C=CC(=C1)Cl)N1N=NC=C1)CC1=CC=CC=C1)=O (2-((5-Chloro-2-(1H-1,2,3-triazol-1-yl)phenyl)amino)-2-oxoethyl)phenylalanine tert-butyl ester